OC(C(=O)[O-])CCCCCCCC 2-hydroxydecanoate